CO[Si]1(N(CCC1)CCC[Si](OC)(OC)OC)OC 2,2-dimethoxy(3-trimethoxysilylpropyl)-1-aza-2-silacyclopentane